The molecule is an N-acyl-L-glutamic acid in which the acyl group is specified as beta-citryl. It has a role as a human metabolite and an iron chelator. It is a tetracarboxylic acid and a N-acyl-L-glutamic acid. It derives from a citric acid. C(CC(=O)O)[C@@H](C(=O)O)NC(=O)C(CC(=O)O)(CC(=O)O)O